1-(6-(3-(1H-imidazol-1-yl)propyl)pyridin-2-yl)-3-phenylurea N1(C=NC=C1)CCCC1=CC=CC(=N1)NC(=O)NC1=CC=CC=C1